FC1(CC(C1)CN1N=CC(=C1)CNC1=NC=2N([C@H](C(NC2C(=N1)C)=O)[C@@H](C)OC)C)F (S)-2-(((1-((3,3-difluorocyclobutyl)methyl)-1H-pyrazol-4-yl)methyl)amino)-7-((R)-1-methoxyethyl)-4,8-dimethyl-7,8-dihydropteridin-6(5H)-one